5-(3-(3-(2-Fluoroethyl)-4-(2-(piperazin-1-yl)ethoxy)phenyl)-4,4-dimethyl-5-oxo-2-thioxoimidazolidin-1-yl)-3-(trifluoromethyl)pyridinecarbonitrile hydrochloride Cl.FCCC=1C=C(C=CC1OCCN1CCNCC1)N1C(N(C(C1(C)C)=O)C=1C=C(C(=NC1)C#N)C(F)(F)F)=S